1-(3-(6-(trifluoromethyl)-2,3-dihydro-4H-benzo[b][1,4]thiazin-4-yl)propyl)piperidin-2-one FC(C1=CC2=C(SCCN2CCCN2C(CCCC2)=O)C=C1)(F)F